BrC1=CC(=C(C=C1F)N1C[C@@H](N([C@@H](C1)C)C(=O)OC(C)(C)C)C)NC(C1=C(C=C(C=C1)F)C(F)(F)F)=O tert-butyl (2S,6R)-4-(4-bromo-5-fluoro-2-(4-fluoro-2-(trifluoromethyl)benzamido)phenyl)-2,6-dimethylpiperazine-1-carboxylate